1-(2-methylnaphthalen-1-yl)-1H-pyrrole-2,5-dione CC1=C(C2=CC=CC=C2C=C1)N1C(C=CC1=O)=O